CC(C(N)C)N dimethyl-1,2-ethanediamine